tert-butyl 5-((1-(tert-butoxycarbonyl) piperidin-4-yl) oxy)-2-(2,6-dimethylpyridin-4-yl)-3-isopropyl-1H-indole-1-carboxylate C(C)(C)(C)OC(=O)N1CCC(CC1)OC=1C=C2C(=C(N(C2=CC1)C(=O)OC(C)(C)C)C1=CC(=NC(=C1)C)C)C(C)C